BrC=1C=C(C=2C=NN(C2C1)C1OCCCC1)C(=O)O 6-bromo-1-(tetrahydro-2H-pyran-2-yl)-1H-indazole-4-carboxylic acid